C(C)OC(C(C)(C)OC1=C(C=C(C=C1C)CN1N=CN(C1=O)C1=CC=C(C=C1)C(F)(F)F)Cl)=O 2-(2-Chloro-6-methyl-4-((5-oxo-4-(4-(trifluoromethyl)phenyl)-4,5-dihydro-1H-1,2,4-Triazol-1-yl)methyl)phenoxy)-2-methylpropionic acid ethyl ester